NCCNC(CN1CCN(CC1)C(C1=C(C=C(C=C1)NC=1C=2N(C=CN1)C(=CN2)C=2C(=NN(C2)CC#N)C(F)(F)F)Cl)=O)=O N-(2-aminoethyl)-2-(4-(2-chloro-4-((3-(1-(cyanomethyl)-3-(trifluoromethyl)-1H-pyrazol-4-yl)imidazo[1,2-a]pyrazin-8-yl)amino)benzoyl)piperazin-1-yl)acetamide